NC1=NC=CC2=C1N(C(N2[C@@H]2CNCC(C2)(F)F)=O)C2=CC=C(C=C2)OC2=CC=CC=C2 (S)-4-amino-1-(5,5-difluoropiperidin-3-yl)-3-(4-phenoxyphenyl)-1,3-dihydro-2H-imidazo[4,5-c]pyridin-2-one